N(=C=O)CC1=CC2=CC=CC=C2C=C1CN=C=O 2,3-bis(isocyanatomethyl)naphthalene